ClC=1C=CC=2C3CC[C@@]4(/C(/C[C@H](C4C3CCC2C1)CCC(=O)NC1=NC=C(C(=O)N(C)C)C=C1)=N/O)C 6-(3-((13S,15R,E)-3-chloro-17-(hydroxyimino)-13-methyl-7,8,9,11,12,13,14,15,16,17-decahydro-6H-cyclopenta[a]phenanthren-15-yl)propanamido)-N,N-dimethylnicotinamide